BrC1=C(C=C2C(=NC(=NC2=C1F)OC1CCOCC1)OC(C)(C)C)I 7-bromo-4-tert-butoxy-8-fluoro-6-iodo-2-[(oxane-4-yl)oxy]quinazoline